2-((S)-4,4-difluoro-3-(6-oxo-1,6-dihydropyridin-3-yl)piperidin-1-yl)-N-(5-((6-methoxypyridin-2-yl)oxy)pyridin-2-yl)propanamide FC1([C@H](CN(CC1)C(C(=O)NC1=NC=C(C=C1)OC1=NC(=CC=C1)OC)C)C1=CNC(C=C1)=O)F